The molecule is a sesquiterpene lactone isolated from the leaves of Eremophila mitchellii. It has a role as a plant metabolite. It is a tertiary alcohol, an organic heterotetracyclic compound and a sesquiterpene lactone. C[C@H]1CC[C@@H]2[C@H]([C@@H]3[C@@H]4[C@H]2[C@H]1C=C[C@@]4(C(=O)O3)O)C